[Si](C)(C)(C(C)(C)C)O[C@H]1[C@H]([C@@H](O[C@@H]1CO)N1C(N=C(C=C1)NC(C1=CC=CC=C1)=O)=O)OC N-(1-((2r,3r,4r,5r)-4-((tert-butyldimethylsilyl)oxy)-5-(hydroxymethyl)-3-methoxytetrahydrofuran-2-yl)-2-oxo-1,2-dihydropyrimidin-4-yl)benzamide